4-methoxy-3-(5-(oxazol-2-yl)pyridin-3-yl)phenyl octylcarbamate C(CCCCCCC)NC(OC1=CC(=C(C=C1)OC)C=1C=NC=C(C1)C=1OC=CN1)=O